3-(tri-fluoromethyl)phenyltrimethylammonium FC(C=1C=C(C=CC1)[N+](C)(C)C)(F)F